1-cyclopentyl-4-(1-(5-phenylpyrimidin-2-yl)ethyl)piperazine-2,3-dione C1(CCCC1)N1C(C(N(CC1)C(C)C1=NC=C(C=N1)C1=CC=CC=C1)=O)=O